6-chloro-3-[5-(1-methylindol-5-yl)-4,5-dihydro-1H-pyrazol-3-yl]-4-phenyl-1H-quinolin-2-one ClC=1C=C2C(=C(C(NC2=CC1)=O)C1=NNC(C1)C=1C=C2C=CN(C2=CC1)C)C1=CC=CC=C1